(2-fluoro-6-(2H-1,2,3-triazol-2-yl)phenyl)((1S,4S,6R)-6-((5-(trifluoromethyl)pyridin-2-yl)amino)-2-azabicyclo[2.2.1]heptan-2-yl)methanone FC1=C(C(=CC=C1)N1N=CC=N1)C(=O)N1[C@@H]2[C@@H](C[C@H](C1)C2)NC2=NC=C(C=C2)C(F)(F)F